C(C=C)(=O)N1CCC(CC1)[C@H]1CCNC=2N1N=C(C2C(=O)N)C2=CC(=C(C(=C2)OC)C)OC |o1:10| (R or S)-7-(1-acryloylpiperidin-4-yl)-2-(3,5-dimethoxy-4-methylphenyl)-4,5,6,7-tetrahydropyrazolo[1,5-a]pyrimidine-3-carboxamide